4-(5-((9-Benzyl-2,9-diazaspiro[5.5]undecan-2-yl)sulfonyl)pyridin-2-yl)morpholine C(C1=CC=CC=C1)N1CCC2(CCCN(C2)S(=O)(=O)C=2C=CC(=NC2)N2CCOCC2)CC1